NC=1C=CC=2N(C1)C(=CN2)C=2C=C(C=CC2)NC(COCCOC)=O N-(3-(6-aminoimidazo[1,2-a]pyridin-3-yl)phenyl)-2-(2-methoxyethoxy)acetamide